[Ti+].[OH-].[OH-].[NH4+] ammonium dihydroxide titanium